O1C2C(NC(C1)=O)CNCC2 hexahydro-2H-pyrido[4,3-b][1,4]oxazin-3(4H)-on